C(CCCCCCC)OC(=O)C1C(CCCC1)C(=O)OCCCCCCCC.S1C(=NC2=C1C=CC=C2)C2=C(C=C(C=C2)Cl)NC(C2=C(C(=C(C(=C2F)F)NCCO)F)F)=O N-(2-(benzo[d]thiazol-2-yl)-5-chlorophenyl)-2,3,5,6-tetrafluoro-4-((2-hydroxyethyl)amino)benzamide di-n-octyl-cyclohexane-1,2-dicarboxylate